C(C1=CC=CC=C1)C1=C(C(=O)O)C=CC(=C1)C(=O)O.C(C1=CC=C(C(=O)O)C=C1)(=O)OCC1=CC=CC=C1 benzyl terephthalate (benzyl terephthalate)